C(C)(C)(C)OC(=O)N1C[C@@H](CCC1)NC=1N=NC(=C2C1COCC2)C2=C(C=C(C=C2)OC(F)F)OCOC (3R)-3-({1-[4-(difluoromethoxy)-2-(methoxymethoxy)phenyl]-7,8-dihydro-5H-pyrano[3,4-d]pyridazin-4-yl}amino)piperidine-1-carboxylic acid tert-butyl ester